CS(=O)(=O)[O-].C(CCCCCCCCCC)[NH+]1C(CCCC1)C 1-undecyl-2-methylpiperidinium methanesulfonate